[Na+].[Na+].OC1=C(C(=O)C2=C(C=C(C(=C2)S(=O)(=O)[O-])OC)O)C=C(C(=C1)OC)S(=O)(=O)[O-] 2,2'-dihydroxy-4,4'-dimethoxy-5,5'-disulfo-benzophenone disodium salt